syn-thymidine [C@@H]1(C[C@H](O)[C@@H](CO)O1)N1C(=O)NC(=O)C(C)=C1